4-((Di-t-Butoxyphosphoryl)oxy)butanoic acid C(C)(C)(C)OP(=O)(OC(C)(C)C)OCCCC(=O)O